C1N(CC2=CC=CC=C12)C(CS(=O)(=O)C1=NC=CC=C1F)=O 1-(1,3-dihydro-2H-isoindol-2-yl)-2-[(3-fluoropyridin-2-yl)sulfonyl]ethanone